2,2-dimethyl-7-(2-((2-(4-methylpiperazin-1-yl)pyridin-4-yl)amino)-7H-pyrrolo[2,3-d]pyrimidin-5-yl)chroman-4-one CC1(OC2=CC(=CC=C2C(C1)=O)C1=CNC=2N=C(N=CC21)NC2=CC(=NC=C2)N2CCN(CC2)C)C